CP(=O)(C)C1=CC=C(C=C1)C=C1CC2(CN(C2)C(=O)OC(C)(C)C)C1 tert-butyl 6-[(4-dimethylphosphorylphenyl)methylene]-2-azaspiro[3.3]heptane-2-carboxylate